sodium nonanoate salt C(CCCCCCCC)(=O)[O-].[Na+]